NC=1C2=C(N=CN1)N(C(=C2C2=CC=C(C=C2)OC2=CC=CC=C2)C#CC2CN(C2)C2CCN(CC2)C(\C=C\COC)=O)C (E)-1-(4-(3-((4-amino-7-methyl-5-(4-phenoxyphenyl)-7H-pyrrolo[2,3-d]pyrimidin-6-yl)ethynyl)azetidin-1-yl)piperidin-1-yl)-4-methoxybut-2-en-1-one